NC=1C(=C([N+](=CC1C(=O)OCC)[O-])C1=NC(=CC(=C1C(F)(F)F)C)N(CC1=CC=C(C=C1)OC)CC1=CC=C(C=C1)OC)F 4-Amino-6'-(bis(4-methoxybenzyl)amino)-5-(ethoxycarbonyl)-3-fluoro-4'-methyl-3'-(trifluoromethyl)-[2,2'-bipyridine] 1-oxide